COC(=O)C=1C=C2C=C(NC2=CC1)C(=O)O 5-(methoxycarbonyl)-1H-indole-2-carboxylic acid